uridine-5'-triphosphate trisodium salt [Na+].[Na+].[Na+].P([O-])(=O)(OP(=O)([O-])OP(=O)([O-])O)OC[C@@H]1[C@H]([C@H]([C@@H](O1)N1C(=O)NC(=O)C=C1)O)O